ethyl 5-amino-1-(6-chloropyridazin-4-yl)-1H-pyrazole-4-carboxylate NC1=C(C=NN1C1=CN=NC(=C1)Cl)C(=O)OCC